BrC1=C(C=CC=C1)C1C(NCCN1)=O 3-(2-Bromophenyl)piperazin-2-one